methyl 3-amino-6-bromopyridinecarboxylate NC=1C(=NC(=CC1)Br)C(=O)OC